tert.-butylethylhexanoat C(C)(C)(C)C(C(=O)[O-])(CCCC)CC